6-di(trihydroxysilyl-propyl)amino-1,3,5-triazine O[Si](O)(O)CCCN(C1=NC=NC=N1)CCC[Si](O)(O)O